FC1=CC(=C(C(=C1)OCCCC=C)C1=CC(=CC=C1)[C@H](CC(=O)OC)NC([C@@H](CC=C)OS(=O)(=O)C)=O)C Methyl (S)-3-(4'-fluoro-2'-methyl-6'-(pent-4-en-1-yloxy)-[1,1'-biphenyl]-3-yl)-3-((R)-2-((methylsulfonyl)oxy)pent-4-enamido)propanoate